O1COC2=C1C=C1C(=C2)C(=CC=C1)N1C(C(C2=CC=CC=C12)(O)C1=CC=C(C=C1)S(=O)(=O)N)=O 4-(1-benzo[f][1,3]benzodioxol-5-yl-3-hydroxy-2-oxo-indolin-3-yl)benzenesulfonamide